N1N=CC=C1C=1C=CC(=NC1)OC1=C(C=CC=C1)C=1C=NN(C1)CC(CO)N 3-(4-((5-(1H-pyrazol-5-yl)pyridin-2-yloxy)phenyl)-1H-pyrazol-1-yl)-2-aminopropan-1-ol